6-(benzylthio)-8-chloro-N'-(2,2-difluoroacetyl)imidazo[1,5-a]pyridine-3-carbohydrazide C(C1=CC=CC=C1)SC=1C=C(C=2N(C1)C(=NC2)C(=O)NNC(C(F)F)=O)Cl